O[C@H](C)C1=CC2=C(N(N=C2C=C1)C1=CC=CC=C1)NC(C1=CC(=C(C=C1)C(F)(F)F)C1=NN(C=C1)C)=O |o1:1| (R or S)-N-[5-(1-hydroxyethyl)-2-phenyl-2H-indazol-3-yl]-3-(1-methyl-1H-pyrazol-3-yl)-4-(trifluoromethyl)benzamide